O=C(C(C)C)CC[C@@H](C)[C@H]1CC[C@H]2[C@@H]3CC=C4C[C@@H](O)CC[C@]4(C)[C@H]3CC[C@]12C 24-Oxocholesterol